4-methyl-1-butanone CCCCC=O